CC(=CCO)CCC=C(CCC=C(C)C)C 3,7,11-trimethyldodecane-2,6,10-trienol